C([O-])([O-])=O.[Cs+].FC(OC1=C(C=C(C=C1)[C@@H](C)NC(C1=C(C=CC(=C1)N1CCN(CC1)C)C)=O)OC)F.[Cs+] N-[(1R)-1-[4-(Difluoromethoxy)-3-methoxy-phenyl]ethyl]-2-methyl-5-(4-methylpiperazin-1-yl)benzamide Caesium carbonate